N(C1=CC=CC=C1)C1=C(C#N)C=CC=C1 anilinobenzonitrile